The molecule is an omega-hydroxy fatty acid ascaroside obtained by formal condensation of the alcoholic hydroxy group of (2E)-14-hydroxytetradec-2-enoic acid with ascarylopyranose (the alpha anomer). It is a metabolite of the nematode Caenorhabditis elegans. It has a role as a Caenorhabditis elegans metabolite. It is an alpha,beta-unsaturated monocarboxylic acid and an omega-hydroxy fatty acid ascaroside. It derives from a (2E)-14-hydroxytetradec-2-enoic acid. It is a conjugate acid of an oscr#23(1-). C[C@H]1[C@@H](C[C@H]([C@@H](O1)OCCCCCCCCCCC/C=C/C(=O)O)O)O